nickel-nickel-cobalt lithium-manganese oxide [O-2].[Mn+2].[Li+].[Co+2].[Ni+2].[Ni+2]